FC(C(=O)O)(F)F.P(O)(O)=O phosphonic acid, trifluoroacetate salt